(S)-3-(1-cyclopropyl-3-methoxy-3-oxopropyl)benzoic acid C1(CC1)[C@H](CC(=O)OC)C=1C=C(C(=O)O)C=CC1